Iron-copper-zinc [Zn].[Cu].[Fe]